5-((5-(allyloxy)pyridin-2-yl)methoxy)-2-(1-methyl-6-oxo-1,6-dihydropyridazin-3-yl)isoindolin-1-one C(C=C)OC=1C=CC(=NC1)COC=1C=C2CN(C(C2=CC1)=O)C1=NN(C(C=C1)=O)C